(E)-N-(1-(4-((4-((3-chloro-4-fluorophenyl)amino)-7-methoxyquinazolin-6-yl)amino)-4-oxobut-2-en-1-yl)piperidin-4-yl)-6-((2-(2,6-dioxopiperidin-3-yl)-1-oxoisoindolin-4-yl)thio)hexanamide ClC=1C=C(C=CC1F)NC1=NC=NC2=CC(=C(C=C12)NC(/C=C/CN1CCC(CC1)NC(CCCCCSC1=C2CN(C(C2=CC=C1)=O)C1C(NC(CC1)=O)=O)=O)=O)OC